C(CC)OC(C)[N-]CC(C)C N-(1-propoxyethyl)isobutylamide